2-(2-(2-chloroethoxy)ethoxy)ethyl methanesulfonate CS(=O)(=O)OCCOCCOCCCl